C(CCCCCCCCCCCCCCC(=O)OCOC(N(CC1=CC=C(C=C1)OC)C12C[C@]3(C[C@](CC(C1)C3)(C2)C)C)=O)(=O)OCOC(N(CC2=CC=C(C=C2)OC)C23C[C@]1(C[C@](CC(C2)C1)(C3)C)C)=O bis(((((1r,3R,5S,7r)-3,5-dimethyladamantan-1-yl) (4-methoxybenzyl) carbamoyl) oxy) methyl) hexadecanedioate